ClC1=CNC=2N=C(N=C(C21)N2CC1C(CC2)CCN1C(C=C)=O)NC=1C=NN(C1)CC 1-(6-(5-Chloro-2-((1-ethyl-1H-pyrazol-4-yl)amino)-7H-pyrrolo[2,3-d]pyrimidin-4-yl)octahydro-1H-pyrrolo[2,3-c]pyridin-1-yl)prop-2-en-1-one